CN1C(C(=CC=C1)C=O)=O 1-methyl-2-oxo-pyridine-3-carbaldehyde